(R)-4-(6-((4-cyano-2-fluorobenzyl)oxy)pyridine-2-yl)-2-(methoxymethyl)piperazine-1-carboxylic acid tert-butyl ester C(C)(C)(C)OC(=O)N1[C@H](CN(CC1)C1=NC(=CC=C1)OCC1=C(C=C(C=C1)C#N)F)COC